C1(CCCC1)NCC1=NC(=NO1)C1=CN=C2N1N=C(C=C2)NC=2C=C1C=NNC1=CC2 3-{5-[(cyclopentylamino)methyl]-1,2,4-oxadiazol-3-yl}-N-(1H-indazol-5-yl)imidazo[1,2-b]pyridazin-6-amine